ClC1=C(C=C(CNCC(OC)OC)C=C1)OC N-(4-chloro-3-methoxybenzyl)-2,2-dimethoxyethylamine